ClC1=CC(=CC(=N1)N1CCN(CC1)S(=O)(=O)C1=CC2=C(N3[C@H](CO2)[C@H](OC3=O)CO)C=C1)C(C1CCNCC1)(F)F (3S,3aR)-7-[4-[6-chloro-4-[difluoro(4-piperidyl)methyl]-2-pyridyl]piperazin-1-yl]sulfonyl-3-(hydroxymethyl)-3a,4-dihydro-3H-oxazolo[4,3-c][1,4]benzoxazin-1-one